benzyl 7-(7-hydroxy-5-oxo-[1,3,4]thiadiazolo[3,2-a]pyrimidin-2-yl)-4,7-diazaspiro[2.5]octane-4-carboxylate OC=1N=C2N(C(C1)=O)N=C(S2)N2CCN(C1(CC1)C2)C(=O)OCC2=CC=CC=C2